1,5-dihydroxy-2-pentanone OCC(CCCO)=O